tert-butyl (3S,4S)-4-[3-[1-(2,6-dioxo-3-piperidyl)-3-methyl-2-oxo-benzimidazol-4-yl]prop-2-ynoxy]-3-fluoro-piperidine-1-carboxylate O=C1NC(CCC1N1C(N(C2=C1C=CC=C2C#CCO[C@@H]2[C@H](CN(CC2)C(=O)OC(C)(C)C)F)C)=O)=O